3-TBDMS-estra-1,3,5(10),15-tetraen-17-ol [Si](C)(C)(C(C)(C)C)C1=CC=2CC[C@H]3[C@@H]4C=CC([C@@]4(C)CC[C@@H]3C2C=C1)O